2-(2,6-dioxopiperidin-3-yl)-4-((8-(4-(4-(5-(2-fluoro-6-methoxyphenyl)-1H-pyrazolo[4,3-d]pyrimidin-3-yl)phenyl)piperazin-1-yl)-8-oxooctyl)amino)isoindoline-1,3-dione O=C1NC(CCC1N1C(C2=CC=CC(=C2C1=O)NCCCCCCCC(=O)N1CCN(CC1)C1=CC=C(C=C1)C1=NNC2=C1N=C(N=C2)C2=C(C=CC=C2OC)F)=O)=O